OC=1C=C(C=C(C1O)[N+](=O)[O-])C(=C(C#N)C1=NC=CN=C1)O 3-(3,4-dihydroxy-5-nitrophenyl)-3-hydroxy-2-(pyrazin-2-yl)acrylonitrile